(5R,8S)-1-fluoro-10-(4-methoxyphenyl)-6,7,8,9-tetrahydro-5H-5,8-epiminocyclohepta[c]pyridin-4-ol FC1=NC=C(C2=C1C[C@@H]1CC[C@H]2N1C1=CC=C(C=C1)OC)O